FC1(CN(CC[C@H]1NC1=NN2C(C(=N1)OC)=C(C(=C2)F)C=2C=CC1=C(N(N=N1)CCF)C2)C(CO)=O)F (R)-1-(3,3-Difluoro-4-((6-fluoro-5-(1-(2-fluoroethyl)-1H-benzo[d][1,2,3]triazol-6-yl)-4-methoxypyrrolo[2,1-f][1,2,4]triazin-2-yl)amino)piperidin-1-yl)-2-hydroxyethan-1-one